C(C1=CC=CC=C1)OC[C@H](CF)O (R)-1-(benzyloxy)-3-fluoropropan-2-ol